C(C)(C)(C)OC(=O)N[C@H]1C[C@@H](CC1)COCC(=O)O 2-{[(1R,3R)-3-{[(tert-butoxy)carbonyl]amino}cyclopentyl]methoxy}acetic acid